NCCOCCOCCOCCC(N[C@H](CN1[C@@H](C[C@H](C1)O)C(=O)N[C@@H](C)C1=CC=C(C=C1)C1=C(N=CS1)C)C(C)(C)C)=O (2S,4r)-1-((S)-1-amino-14-(tert-butyl)-12-oxo-3,6,9-trioxa-13-aza-pentadecane-15-yl)-4-hydroxy-N-((S)-1-(4-(4-methylthiazol-5-yl)phenyl)ethyl)pyrrolidine-2-carboxamide